9-[(1-{[4,4-dimethylmorpholin-4-ium-2-yl]acetyl}azetidin-3-yl)oxy]-5,5-dihydroxy-6-oxa-5-boranuidatricyclo[5.4.0.02,4]undeca-1(7),8,10-triene-8-carboxylic acid C[N+]1(CC(OCC1)CC(=O)N1CC(C1)OC1=C(C=2O[B-](C3CC3C2C=C1)(O)O)C(=O)O)C